NC1C(N(C2(CN(C2=O)CC2=CC=CC=C2)C1C)C)=O 7-amino-2-benzyl-5,8-dimethyl-2,5-diazaspiro[3.4]octane-1,6-dione